5-(methoxy-d3)-7-methyl-1H-indole-1-carboxylate C(OC=1C=C2C=CN(C2=C(C1)C)C(=O)[O-])([2H])([2H])[2H]